3-(1-ethyl-3-methyl-1H-pyrazol-5-yl)-6-methoxy-5H-pyrido[4,3-b]indol-8-amide C(C)N1N=C(C=C1C1=CC=2NC=3C(=CC(=CC3C2C=N1)C(=O)N)OC)C